C(C)(C)(C)OC(=O)N1CCC2=C(C(=CC=C12)Cl)N=C=S 5-Chloro-4-isothiocyanatoindoline-1-carboxylic acid tert-butyl ester